2-bromopyrazolo[1,5-a]pyrazin-4-ol BrC1=NN2C(C(=NC=C2)O)=C1